C=CC1=CC=C(C=C1)S(=O)(=O)[O-].[Na+] sodium 4-styrenesulfonate